S1C(=NC=C1)C=1N=C(SC1)NC1=CC=C(C#N)C=C1 4-([2,4'-bithiazol]-2'-ylamino)benzonitrile